C1(CC1)S(=O)(=O)NC=1C=C(C=NC1)CNC(C1=CC=C(C=C1)C1=NC(=CN=C1)OCC)=O N-[(5-cyclopropanesulfonamidopyridin-3-yl)methyl]-4-(6-ethoxypyrazin-2-yl)benzamide